C(CCCCCCCCCCC)NC1=C(C=CC=2NN=NC21)S(=O)(=O)O 4-laurylaminosulfobenzotriazole